The molecule is a 3beta-sterol that is 5alpha-ergosta-7,24(28)-diene which is substituted at the 3beta and 4alpha positions by hydroxy and formyl groups, respectively. It is a 3beta-hydroxy steroid, a Delta(7)-sterol, a member of phytosterols and a 4alpha-formyl steroid. It derives from a 4alpha-hydroxymethyl-5alpha-ergosta-7,24(28)-dien-3beta-ol. It derives from a hydride of an ergostane. C[C@H](CCC(=C)C(C)C)[C@H]1CC[C@@H]2[C@@]1(CC[C@H]3C2=CC[C@@H]4[C@@]3(CC[C@@H]([C@H]4C=O)O)C)C